6-(4-hydroxy-3,5-di-tert-butylphenylamino)-2,4-dioctylthio-1,3,5-triazine OC1=C(C=C(C=C1C(C)(C)C)NC1=NC(=NC(=N1)SCCCCCCCC)SCCCCCCCC)C(C)(C)C